CCCCN(CCC(=O)OCC)C(=O)C 3-[N-n-butyl-N-acetyl]aminopropionic acid-ethyl ester